BrC=1C(=NN(C1)C1OCCCC1)F 4-Bromo-3-fluoro-1-(tetrahydro-2H-pyran-2-yl)-1H-pyrazole